4-amino-1-(4-chlorophenyl)-3-(furan-2-yl)-7-(trifluoromethyl)-1,8-naphthyridin-2(1H)-one NC1=C(C(N(C2=NC(=CC=C12)C(F)(F)F)C1=CC=C(C=C1)Cl)=O)C=1OC=CC1